[9-Ethyl-6-(2-methylbenzoyl)-9H-carbazole-3-yl]-5-methyloxopentanoate C(C)N1C2=CC=C(C=C2C=2C=C(C=CC12)C(C(C(=O)[O-])=O)CCC)C(C1=C(C=CC=C1)C)=O